C(CC)(=O)OC1=CC(=C(C(=C1)C(C)(C)C)O)C 3-methyl-5-tert-butyl-4-hydroxyphenyl propionate